oxo-3-oxetanepropanonitrile O=C1OCC1CCC#N